ClC1=C2CNC(C2=CC(=C1)CNC1(CCC1)C)=O 4-chloro-6-(((1-methylcyclobutyl)amino)methyl)isoindolin-1-one